propyl-paraben (propyl-4-hydroxybenzoate) C(CC)C1=C(C(=O)O)C=CC(=C1)O.C(CC)OC(=O)C1=CC=C(O)C=C1